allyl rac-2-[2-[2-bromo-4-fluoro-5-[3-methyl-2,6-dioxo-4-(trifluoromethyl)pyrimidin-1-yl]phenoxy]phenoxy]-2-methoxy-acetate BrC1=C(OC2=C(O[C@H](C(=O)OCC=C)OC)C=CC=C2)C=C(C(=C1)F)N1C(N(C(=CC1=O)C(F)(F)F)C)=O |r|